C1(CC1)N(C1=C2N=CN(C2=NC=N1)CC1CCN(CC1)CC(=O)N)CC1=CC=C(C=C1)C(F)(F)F 2-(4-((6-(cyclopropyl(4-(trifluoromethyl)benzyl)amino)-9H-purin-9-yl)methyl)piperidin-1-yl)acetamide